(E)-2-(3-chloro-4-cyanophenyl)-N-(3-(methylsulfonyl)allyl)piperidine-1-carboxamide ClC=1C=C(C=CC1C#N)C1N(CCCC1)C(=O)NC\C=C\S(=O)(=O)C